(3S,4R)-N-[2-(4-aminobut-1-yn-1-yl)-3-(2,2,2-trifluoroethyl)imidazo[1,2-a]pyridin-8-yl]-3-fluoro-1-methylpiperidin-4-amine NCCC#CC=1N=C2N(C=CC=C2N[C@H]2[C@H](CN(CC2)C)F)C1CC(F)(F)F